2-(5-chloro-1H-indol-2-yl)pyrimidin-4-ol tert-butyl-(1-(2-(4-(4-((2,6-dioxopiperidin-3-yl)amino)-2-fluoro-5-methoxyphenyl)piperazin-1-yl)ethyl)piperidin-4-yl)carbamate C(C)(C)(C)N(C(=O)OC1=NC(=NC=C1)C=1NC2=CC=C(C=C2C1)Cl)C1CCN(CC1)CCN1CCN(CC1)C1=C(C=C(C(=C1)OC)NC1C(NC(CC1)=O)=O)F